Tert-Butyl-7-((1-amino-3-(benzyloxy)-1-oxobutan-2-yl)amino)-2-(4-methoxybenzyl)-1-oxo-2,5-diazaspiro[3.4]octane-5-carboxylate C(C)(C)(C)OC(=O)N1C2(CN(C2=O)CC2=CC=C(C=C2)OC)CC(C1)NC(C(=O)N)C(C)OCC1=CC=CC=C1